2-methyl-3,4-dihydropyran CC1OC=CCC1